N1N=C(C=C1C(=O)O)C(=O)N pyrazole-3,5-dicarboxylic acid amide